NS(=O)(=O)NC1CCC2(CNC2)CC1 7-(aminosulfonamido)-2-azaspiro[3.5]nonane